BrC1=C(C(=C(C=C1)S(=O)(=O)N[C@H]1CN(CC1)C(=O)OC(C)(C)C)S(N(CC1=CC=CC=C1)CC1=CC=CC=C1)(=O)=O)C1=NN=NN1CC1=CC=C(C=C1)OC tert-butyl (R)-3-((4-bromo-2-(N,N-dibenzylsulfamoyl)-3-(1-(4-methoxybenzyl)-1H-tetrazol-5-yl)phenyl)sulfonamido)pyrrolidine-1-carboxylate